C1ON=C2N1C1=CC=CC=C1N=C2 1H-[1,2,4]-Oxadiazolo-[4,3-a]-quinoxalin